5-(tert-butoxycarbonyl)-5-azaspiro[2.4]hept-7-yl-(1S)-1-(4-fluorophenyl)-3,4-dihydroisoquinoline-2(1H)-carboxylate C(C)(C)(C)OC(=O)N1CC2(CC2)C(C1)OC(=O)N1[C@H](C2=CC=CC=C2CC1)C1=CC=C(C=C1)F